2-{1-[(4-methyl-1,4-oxaazepan-6-yl)amino]pyrido[3,4-d]pyridazin-4-yl}-5-(trifluoromethyl)phenol CN1CCOCC(C1)NC1=C2C(=C(N=N1)C1=C(C=C(C=C1)C(F)(F)F)O)C=NC=C2